C1(CC1)OCC1(CNCCC1)NC(OC(C)(C)C)=O tert-Butyl (3-(cyclopropoxymethyl)piperidin-3-yl)carbamate